[2H][C@H](O)C1=NC(=CC=C1)N1N=CC2=CC=C(C=C12)C1=NC(=CC=C1)C(CCC)N deutero-(S)-(6-(6-(6-(1-aminobutyl)pyridin-2-yl)-1H-indazol-1-yl)pyridin-2-yl)methanol